C(C)OC(=O)C=1N=NN(C1)C(C)C=1C=NC(=CC1C)F 1-(1-(6-fluoro-4-methylpyridin-3-yl)ethyl)-1H-1,2,3-triazole-4-carboxylic acid ethyl ester